benzyl N-[(1S)-1-[[(1S)-2-amino-2-oxo-1-[[(3S)-2-oxopyrrolidin-3-yl] methyl]ethyl]carbamoyl]-3-methyl-butyl]carbamate NC([C@H](C[C@H]1C(NCC1)=O)NC(=O)[C@H](CC(C)C)NC(OCC1=CC=CC=C1)=O)=O